8-chloro-7-((2-methyl-1H-benzo[d]Imidazol-6-yl)oxy)quinoxaline ClC=1C(=CC=C2N=CC=NC12)OC=1C=CC2=C(NC(=N2)C)C1